(E)-5-bromo-N-(6-chloro-3-methoxy-2-methylphenyl)-2-(((dimethylamino)methylene)amino)-1-tosyl-1H-pyrrole-3-carboxamide BrC1=CC(=C(N1S(=O)(=O)C1=CC=C(C)C=C1)/N=C/N(C)C)C(=O)NC1=C(C(=CC=C1Cl)OC)C